7-((tert-butyldimethylsilyl)oxy)quinoline Methyl-4-chloro-1-((2-(trimethylsilyl)ethoxy)methyl)-1H-pyrazolo[4,3-c]quinoline-7-carboxylate COC(=O)C=1C=CC=2C3=C(C(=NC2C1)Cl)C=NN3COCC[Si](C)(C)C.[Si](C)(C)(C(C)(C)C)OC3=CC=C1C=CC=NC1=C3